NCC(CN1N=CN(C1=O)C1=NC=CC(=C1)C1=CC=C(C=C1)S(=O)(=O)C)=C(F)F 2-[2-(aminomethyl)-3,3-difluoro-allyl]-4-[4-(4-methylsulfonylphenyl)-2-pyridyl]-1,2,4-triazol-3-one